P(=O)(OCC(F)(F)F)([O-])F.[Li+] lithium (2,2,2-trifluoroethyl) monofluorophosphate